(6S,8R)-N-(5-chloro-6-(2H-1,2,3-triazol-2-yl)pyridin-3-yl)-2-fluoro-8-methyl-8-(thiazol-5-yl)-7,8-dihydro-6H-cyclopenta[e]pyrazolo[1,5-a]pyrimidine-6-carboxamide ClC=1C=C(C=NC1N1N=CC=N1)NC(=O)[C@H]1C[C@](C2=C1C=NC=1N2N=C(C1)F)(C1=CN=CS1)C